tetrahydro-1H-β-carboline C1NCCC2C3=CC=CC=C3N=C12